4a-(4-fluorophenyl)octahydro-2H-benzo[b][1,4]oxazine FC1=CC=C(C=C1)C12C(OCCN1)CCCC2